ClC=1C=CC(=NC1)C(C#N)=C1CCN(CC1)C(=O)N1CC=2N(CC1)N=NC2 2-(5-chloropyridin-2-yl)-2-(1-(4,5,6,7-tetrahydro-[1,2,3]triazolo[1,5-a]pyrazine-5-carbonyl)piperidin-4-ylidene)acetonitrile